5-((4-((S)-3-Aminopiperidin-1-yl)-3-(((R,S)-methylsulfinyl)methyl)phenyl)amino)-7-(cyclopropylamino)pyrazolo[1,5-a]pyrimidine-3-carbonitrile monotrifluoroacetic acid salt FC(C(=O)O)(F)F.N[C@@H]1CN(CCC1)C1=C(C=C(C=C1)NC1=NC=2N(C(=C1)NC1CC1)N=CC2C#N)C[S@](=O)C